(6-Aminohexyl)-L-lysine NCCCCCCN[C@@H](CCCCN)C(=O)O